FC1(C2CN(CC12)C1=NC(=CC(=N1)C=1OC(=NN1)C1=C(C=C(C=C1)I)N1CCC2(CC2)CC1)C)F 2-(2-(6,6-difluoro-3-azabicyclo[3.1.0]hexane-3-yl)-6-methylpyrimidin-4-yl)-5-(4-iodo-2-(6-azaspiro[2.5]octane-6-yl)phenyl)-1,3,4-oxadiazole